NC=1C=C(C=C(C1)C(F)(F)F)[C@@H](C)C1=C2C(=NC(=NC2=CC(=C1OC[C@H]1OCCC1)OC)C)N ((R)-1-(3-amino-5-(trifluoromethyl)phenyl)ethyl)-7-methoxy-2-methyl-6-(((S)-tetrahydrofurane-2-yl)methoxy)quinazolin-4-amine